C(C)(C)(C)OC(C1=C(C=CC=C1)P(=O)CCOC(C)(C)C)=O 2-(tert-butoxyethylphosphinyl)-benzoic acid tert-butyl ester